C1(CCC1)N1C=C(C(=C1C1=C(C=CC=C1)C(F)(F)F)C)C(=O)O 1-cyclobutyl-4-methyl-5-(2-(trifluoromethyl)phenyl)-1H-pyrrole-3-carboxylic acid